[P]=S.[Li] Lithium phosphorus sulfide